CC1=CSC=2N=C(N=C(C21)NC2=CC=CC(=N2)C(C)(C)O)NC=2C=NN(C2)C 2-(6-((5-methyl-2-((1-methyl-1H-pyrazol-4-yl)amino)thieno[2,3-d]pyrimidin-4-yl)amino)pyridine-2-yl)propan-2-ol